C(=O)(O)F carboxyl-fluorine